ClC=1C=CC=C2C=CC=C(C12)N1CC=2N=C(N=C(C2CC1)N1CCCC2(C(NC(N2)=O)=O)C1)OC[C@H]1N(CCC1)C 9-[7-(8-chloro-1-naphthyl)-2-[[(2S)-1-methylpyrrolidin-2-yl]methoxy]-6,8-dihydro-5H-pyrido[3,4-d]pyrimidin-4-yl]-1,3,9-triazaspiro[4.5]decane-2,4-dione